O1COC2=C1C=CC(=C2)C2=NNC(=C2)NC(C2=CC=C(C=C2)CN2CCN(CC2)CC)=O N-(3-(benzo[d][1,3]dioxol-5-yl)-1H-pyrazol-5-yl)-4-((4-ethylpiperazin-1-yl)methyl)benzamide